C[C@@H]1[C@H]([C@H]([C@@](O1)(N2C=CC(=NC2=O)N)F)O)O 5'-deoxyfluorocytidine